2-(4-((2-acetamidothiazol-5-yl)methyl)-3-methylpiperazin-1-yl)acetamide C(C)(=O)NC=1SC(=CN1)CN1C(CN(CC1)CC(=O)N)C